[Si](C1=CC=CC=C1)(C1=CC=CC=C1)(C(C)(C)C)OC1C(C(CN(CC1)C(=O)OCC1=CC=CC=C1)C=O)=O benzyl 5-((tert-butyldiphenylsilyl)oxy)-3-formyl-4-oxoazepane-1-carboxylate